NC(C)C=1N=C2N(C=C(C=C2N2C(N(CC2)C)=O)C2CC2)C1 1-(2-(1-aminoethyl)-6-cyclopropylimidazo[1,2-a]pyridin-8-yl)-3-methylimidazolidin-2-one